(4-(tert-butyl)phenyl)-2-chloro-N-(2-(cyclohexylamino)-2-oxo-1-(pyridine-3-Yl)Ethyl)acrylamide C(C)(C)(C)C1=CC=C(C=C1)C=C(C(=O)NC(C(=O)NC1CCCCC1)C=1C=NC=CC1)Cl